FC1=CC=C2C=C(C=C(C2=C1F)C1=C(C=C2C(=NC(=NC2=C1F)OCC(F)(F)F)N1C[C@H]2CC[C@@H](C1)N2C(=O)OC(C)(C)C)[N+](=O)[O-])OCOC tert-butyl (1R,5S)-3-(7-(7,8-difluoro-3-(methoxymethoxy)naphthalene-1-yl)-8-fluoro-6-nitro-2-(2,2,2-trifluoroethoxy)quinazolin-4-yl)-3,8-diazabicyclo[3.2.1]octane-8-carboxylate